OCCCC=1N=C(C(NC1)=O)N1CCN(CC1)C 5-(3-hydroxypropyl)-3-(4-methylpiperazin-1-yl)pyrazin-2(1H)-one